ClC1=NC=C(C(=N1)NC1=CC=C(C(=O)NC2=C(C=CC=C2)Cl)C=C1)F 4-[(2-chloro-5-fluoro-pyrimidin-4-yl)amino]-N-(2-chlorophenyl)benzamide